3-ethylvalerate C(C)C(CC(=O)[O-])CC